ClC=1SC=C(N1)C(CC(=O)O)=O 3-(2-chloro-1,3-thiazol-4-yl)-3-oxopropionic acid